4-chloro-N-(1-cyanocyclopropyl)-9H-pyrimido[4,5-b]indole-7-sulfonamide ClC1=NC=NC=2NC3=CC(=CC=C3C21)S(=O)(=O)NC2(CC2)C#N